2,2'-(2-(2-(pyridin-2-yl)ethyl)butane-1,4-diyl)dipyridine N1=C(C=CC=C1)CCC(CC1=NC=CC=C1)CCC1=NC=CC=C1